1-[3-[7-(difluoromethyl)-6-(1-methylpyrazol-4-yl)-3,4-dihydro-2H-quinolin-1-yl]-1-[1-(4-piperidyl)-4-piperidyl]-6,7-dihydro-4H-pyrazolo[4,3-c]pyridin-5-yl]ethanone FC(C1=C(C=C2CCCN(C2=C1)C1=NN(C2=C1CN(CC2)C(C)=O)C2CCN(CC2)C2CCNCC2)C=2C=NN(C2)C)F